ClC=1C=C2CO[C@]3(O[C@@H]([C@H]([C@@H]([C@H]3O)O)O)C)C2=CC1CC1=CC=CS1 5-(((1S,3'R,4'S,5'S,6'R)-5-chloro-3',4',5'-trihydroxy-6'-methyl-3',4',5',6'-tetrahydro-3H-spiro[isobenzofuran-1,2'-pyran]-6-yl)methyl)thiophene